FC=1C=C(C=CC1)S(=O)CC(=O)C1=CC=C(C=C1)C1=NOC(=N1)C(F)(F)F 2-((3-fluorophenyl)sulfinyl)-1-(4-(5-(trifluoromethyl)-1,2,4-oxadiazol-3-yl)phenyl)ethan-1-one